tert-Butyl 3-carbamoyl-4-methylpiperidine-1-carboxylate C(N)(=O)C1CN(CCC1C)C(=O)OC(C)(C)C